(9H-fluoren-9-yl)methyl (2-(methylamino)ethyl)carbamate hydrochloride Cl.CNCCNC(OCC1C2=CC=CC=C2C=2C=CC=CC12)=O